NC1=NC=2C=NC(=CC2C2=C1COC2)C(=O)N(C)[C@@H]2COC1=C2C=C(C(=C1)Cl)C(F)(F)F 4-amino-N-((3S)-6-chloro-5-(trifluoromethyl)-2,3-dihydro-1-benzofuran-3-yl)-N-methyl-1,3-dihydrofuro[3,4-c][1,7]naphthyridine-8-carboxamide